8-chloro-7-fluoro-3-(methoxymethoxy)naphthalen ClC=1C(=CC=C2C=C(C=CC12)OCOC)F